C(#N)C=1C=C(C=CC1)C=1N=C2N(C(C1C)=O)C=C(C=C2C(C)NC2=C(C(=O)O)C=CC=C2)C 2-((1-(2-(3-cyanophenyl)-3,7-dimethyl-4-oxo-4H-pyrido[1,2-a]pyrimidin-9-yl)ethyl)amino)benzoic acid